NC1=NC(N(C=N1)C1CC(C(C1)CO)O)=O 4-Amino-1-[(1'r,3's,4'r)-3'-hydroxy-4'-(hydroxymethyl)cyclopentyl]-1H-[1,3,5]triazin-2-one